ClC=1C=C(C=C(C1)Cl)C1=CC=C2C(=C(N3C(C2=C1)=NC=N3)C(=O)NCC(=O)O)O (9-(3,5-dichlorophenyl)-6-hydroxy-[1,2,4]triazolo[5,1-a]isoquinoline-5-carbonyl)glycine